tert-Butyl-6-((1-(5-fluoro-6-(3-fluorooxetan-3-yl)pyridin-2-yl)-2-isopropyl-3-oxo-2,3-dihydro-1H-pyrazolo[3,4-d]pyrimidin-6-yl)amino)-3,4-dihydroisoquinoline-2(1H)-carboxylate C(C)(C)(C)OC(=O)N1CC2=CC=C(C=C2CC1)NC1=NC=C2C(=N1)N(N(C2=O)C(C)C)C2=NC(=C(C=C2)F)C2(COC2)F